COC=1N(C2=C(C=NC(=C2)N2CCOCC2)N1)C(=O)NCCCC1=CC=CC=C1 methoxy-6-morpholino-N-(3-phenylpropyl)-1H-imidazo[4,5-c]Pyridine-1-carboxamide